C1(CC1)C1=C(C=CC=C1)C(CC(CNC(OC(C)(C)C)=O)C)=O Tert-butyl (4-(2-cyclopropylphenyl)-2-methyl-4-oxobutyl)carbamate